6-[[3,5-bis(trifluoromethyl)pyrazol-1-yl]methyl]-2-(3,4-dichlorophenyl)-1-ethyl-4-oxo-pyridine-3-carboxylic acid FC(C1=NN(C(=C1)C(F)(F)F)CC1=CC(C(=C(N1CC)C1=CC(=C(C=C1)Cl)Cl)C(=O)O)=O)(F)F